FC=1C=CC=2C3=C(C=NC2C1)N(C(C31CN(C1)C1=CC=C(C=C1)COC)=O)C 7'-Fluoro-1-(4-(methoxymethyl)phenyl)-3'-methyl-2'-oxo-2',3'-dihydrospiro[azetidine-3,1'-pyrrolo[2,3-c]quinolin]